C(=O)C1CCN(CC1)C(=O)OC(C)(C)C tert-butyl 4-formyl-1-piperidinecarboxylate